5-Benzyl-N-(4-(5-(methylcarbamoyl)-1H-benzo[d]imidazol-1-yl)benzyl)isoxazole-3-carboxamide C(C1=CC=CC=C1)C1=CC(=NO1)C(=O)NCC1=CC=C(C=C1)N1C=NC2=C1C=CC(=C2)C(NC)=O